tert-Butyl (17-chloro-15-oxo-4,7,10-trioxa-14-azaheptadecyl)carbamate ClCCC(NCCCOCCOCCOCCCNC(OC(C)(C)C)=O)=O